CC1(CC(CC(C1)C)NC(C(C)C)S(=O)(=O)O)C 3,3,5-trimethyl-cyclohexylamino-2-methyl-propane-1-sulfonic acid